FC(C(=O)OOC(C(C(C(C(C(C(F)F)(F)F)(F)F)(F)F)(F)F)(F)F)=O)(C(C(C(C(C(F)F)(F)F)(F)F)(F)F)(F)F)F di-(2,2,3,3,4,4,5,5,6,6,7,7-dodecafluoroheptanoyl)peroxide